FC=1C(=NC=CC1)CNC1=NS(C2=C(N1)C(=CC=C2)OC2=CC=CC=C2)(=O)=O 3-(((3-fluoropyridin-2-yl)methyl)amino)-5-phenoxy-4H-benzo[e][1,2,4]thiadiazine 1,1-dioxide